Cl.NC[C@]1(C(NC(N1)=O)=O)C1=CC=NN1C(F)F |r| rac-5-(aminomethyl)-5-[1-(difluoromethyl)-1H-pyrazol-5-yl]imidazolidine-2,4-dione hydrochloride